[Na+].O=C1CC2SCC=C(N12)C(=O)[O-] 8-oxo-5-thia-1-azabicyclo[4.2.0]oct-2-ene-2-carboxylic acid sodium salt